FC(C(=O)O)(F)F.COCCC(C1=CC=CC=C1)N1N=CC(=C1)C=1C2=C(N=CN1)NC=C2 4-[1-(3-methoxy-1-phenyl-propyl)-1H-pyrazol-4-yl]-7H-pyrrolo[2,3-d]pyrimidine trifluoroacetate